(p-isopropylmethylbenzene) ruthenium chloride [Ru](Cl)(Cl)Cl.C(C)(C)C1=CC=C(C=C1)C